CN1N=C(C(=C1)C)C=1C=C(C=CC1)C1=C(C(=NC(=N1)N1CCOCC1)NC1=CC=NC=C1)OC 6-(3-(1,4-dimethyl-1H-pyrazol-3-yl)phenyl)-5-methoxy-2-morpholino-N-(pyridin-4-yl)pyrimidin-4-amine